2-[2-(2-Azidoethoxy)ethoxy]ethanamine N(=[N+]=[N-])CCOCCOCCN